4-chloro-6-[6-(dimethylphosphoryl)pyridin-3-yl]-3,7-difluoro-2-methyl-1,5-naphthyridine ClC1=C(C(=NC2=CC(=C(N=C12)C=1C=NC(=CC1)P(=O)(C)C)F)C)F